3-((1-(difluoromethyl)-5-((diphenylmethylene)amino)-2-oxo-1,2-dihydropyridin-3-yl)oxy)azetidine-1-carboxylic acid tert-butyl ester C(C)(C)(C)OC(=O)N1CC(C1)OC=1C(N(C=C(C1)N=C(C1=CC=CC=C1)C1=CC=CC=C1)C(F)F)=O